C(CC1=CC=CC=C1)C1OC=2C=C(C=CC2C=2N=C(SC21)N)C(F)(F)F 4-phenethyl-7-(trifluoromethyl)-4H-chromeno[4,3-d]thiazol-2-amine